Cl[Si](C1=C(C(=C(C(=C1F)F)F)F)F)(C)C chlorodimethyl-(pentafluorophenyl)silane